ClC=1C=C(C=C(C1)C=1C=C2C(=CN1)NN=C2C)NC(C=C)=O N-(3-chloro-5-{3-methyl-1H-pyrazolo[3,4-c]pyridin-5-yl}phenyl)prop-2-enamide